4-Methyl-6-morpholin-4-yl-2-propyl-N-(4,4,4-trifluoro-butyl)-pyridine-3-carboxylic acid amide CC1=C(C(=NC(=C1)N1CCOCC1)CCC)C(=O)NCCCC(F)(F)F